BrC1CN(CC1)C(C)=O 1-(3-bromopyrrolidin-1-yl)ethanone